O1CC(C1)C(=O)N1CC2(C1)C[C@@H](CC2)N2CCC(CC2)C2=C(C=CC=C2)OCCOC2COC2 (R)-oxetan-3-yl(6-(4-(2-(2-(oxetan-3-yloxy)ethoxy)phenyl)piperidin-1-yl)-2-azaspiro[3.4]octan-2-yl)methanone